Hexadecyltributyl-phosphonium chlorid tert-Butyl-4-(4-amino-5-((2,3-dichlorophenyl)thio)-1-methyl-6-oxo-1,6-dihydropyrimidin-2-yl)piperazine-1-carboxylate C(C)(C)(C)OC(=O)N1CCN(CC1)C=1N(C(C(=C(N1)N)SC1=C(C(=CC=C1)Cl)Cl)=O)C.[Cl-].C(CCCCCCCCCCCCCCC)[P+](CCCC)(CCCC)CCCC